methyl-4-(pyrimidin-4-yl)pyridin CC1=NC=CC(=C1)C1=NC=NC=C1